NC=1N=CC(=NC1OCC1=C(C(=CC=C1)F)C(F)(F)F)C1=CC=C(C(=O)NC2CCN(CC2)C)C=C1 4-[5-amino-6-(3-fluoro-2-trifluoromethyl-benzyloxy)-pyrazin-2-yl]-N-(1-methyl-piperidin-4-yl)-benzamide